2,4-dimethyl-1,6-hexanediamine CC(CN)CC(CCN)C